N=1C=CN2C1C=CC(=C2)C=2C=C1C(CC3(CNC(C3)=O)C1=CC2)=O 5-(imidazo[1,2-a]pyridin-6-yl)spiro[indene-1,3'-pyrrolidine]-3,5'(2H)-dione